2,7-dibromo-9,9-bis((4-((2-ethylhexyl)oxy)phenyl))fluorene BrC1=CC=2C(C3=CC(=CC=C3C2C=C1)Br)(C1=CC=C(C=C1)OCC(CCCC)CC)C1=CC=C(C=C1)OCC(CCCC)CC